2-(1'-(5-methoxy-2-(1-methyl-1H-pyrazol-4-yl)-4-nitrophenyl)-[4,4'-biPiperidin]-1-yl)-7-azaspiro[3.5]nonane-7-carboxylate COC=1C(=CC(=C(C1)N1CCC(CC1)C1CCN(CC1)C1CC2(C1)CCN(CC2)C(=O)[O-])C=2C=NN(C2)C)[N+](=O)[O-]